[V].[Na].[Al].[Mg].[C] carbon magnesium aluminum sodium vanadium